(R)-2-(3-(4-amino-3-(6-(2,6-difluorophenoxy)pyridin-3-yl)-1H-pyrazolo[3,4-d]pyrimidin-1-yl)piperidine-1-carbonyl)-3-cyclopropylacrylonitrile NC1=C2C(=NC=N1)N(N=C2C=2C=NC(=CC2)OC2=C(C=CC=C2F)F)[C@H]2CN(CCC2)C(=O)C(C#N)=CC2CC2